CN1N=CC(=C1C1CCN(CC1)C1=CC(=NC(=N1)C(F)(F)F)N1C(C(C1)N1CCN(CC1)C(C=C)=O)CO)C 1-(4-(1-(6-(4-(1,4-dimethyl-1H-pyrazol-5-yl)piperidin-1-yl)-2-(trifluoromethyl)pyrimidin-4-yl)-2-(hydroxymethyl)azetidin-3-yl)piperazin-1-yl)prop-2-en-1-one